FC=1C=CC(=NC1)C1=NN2C(O[C@@H](C[C@@H]2C)C)=C1 Cis-2-(5-fluoropyridin-2-yl)-5,7-dimethyl-6,7-dihydro-5H-pyrazolo[5,1-b][1,3]Oxazine